C(CCCCCCC\C=C/CCCCCCCC)(=O)OCCCCCCOC(CCCCCCC\C=C/CCCCCCCC)=O hexamethylene bisoleate